ClC1=CC=C(C=C1)C1=C(N=C(N1)C1CCN(CC1)C(=O)OC(C)(C)C)C tert-butyl 4-(5-(4-chlorophenyl)-4-methyl-1H-imidazol-2-yl)piperidine-1-carboxylate